C1(CC1)C1=C(C(=NO1)C1=C(C=CC=C1)C(F)(F)F)C1=CC2(C1)CCN(CC2)C=2C=C1C(=CC=NC1=CC2)OC 6-(2-(5-Cyclopropyl-3-(2-(trifluoromethyl)phenyl)isoxazol-4-yl)-7-azaspiro[3.5]non-1-en-7-yl)-4-methoxychinolin